N-[4-(2,6-Dimethylphenyl)-6-(4-morpholin-3-ylphenoxy)pyrimidin-2-yl]-1-methyl-pyrazole-4-sulfonamide CC1=C(C(=CC=C1)C)C1=NC(=NC(=C1)OC1=CC=C(C=C1)C1NCCOC1)NS(=O)(=O)C=1C=NN(C1)C